p-Aminodimethylanilin NC1=CC=C(N(C)C)C=C1